CC1(OB(OC1(C)C)C=1C[C@@H]2[C@@H](CN(C2)C(=O)OC(C)(C)C)C1)C |r| (rac)-tert-Butyl (3aR,6aS)-5-(4,4,5,5-tetramethyl-1,3,2-dioxaborolan-2-yl)-3,3a,4,6a-tetrahydrocyclopenta[c]pyrrole-2(1H)-carboxylate